2-(1-(2-methoxyethyl)-1H-imidazol-2-yl)-7-(pyridin-4-yl)thieno[3,2-d]pyrimidin-4-ol COCCN1C(=NC=C1)C=1N=C(C2=C(N1)C(=CS2)C2=CC=NC=C2)O